α-glycidyloxypropyl-trimethoxysilane C(C1CO1)OC(CC)[Si](OC)(OC)OC